O=C1N(C(C2=CC=CC=C12)=O)CCCCCCCCC(=O)O 9-(1,3-dioxo-2,3-dihydro-1H-isoindol-2-yl)nonanoic acid